C(C)(C)(C)OC(=O)N[C@H]1CN(CC[C@H]1OC)C(=O)OCC1=CC=CC=C1 benzyl (3S,4R)-3-{[(tert-butoxy)carbonyl]amino}-4-methoxypiperidine-1-carboxylate